CN(C(=O)N1CC2=C(CCC1)NN=C2C(=O)N2CCC(CC2)C2=C(C=CC=C2)C(F)(F)F)C N,N-dimethyl-3-(4-(2-(trifluoromethyl)phenyl)piperidine-1-carbonyl)-4,6,7,8-tetrahydropyrazolo[4,3-c]azepin-5(1H)-carboxamide